O1-tert-butyl O2-methyl (2S,4S)-4-[[4-[3-[3-[benzyloxycarbonyl(methyl)amino]propyl]-6-chloro-benzimidazol-4-yl]pyrimidin-2-yl]amino]pyrrolidine-1,2-dicarboxylate C(C1=CC=CC=C1)OC(=O)N(CCCN1C=NC2=C1C(=CC(=C2)Cl)C2=NC(=NC=C2)N[C@H]2C[C@H](N(C2)C(=O)OC(C)(C)C)C(=O)OC)C